O1CCOC2=C1C=CC(=C2)C=O 1,4-Benzodioxan-6-carboxaldehyd